BrC=1C(=C(C=C(C=O)C1)O)O 5-Bromo-3,4-dihydroxybenzaldehyd